(S)-N-(5-(2-acetamidoimidazo[1,2-b]pyridazin-6-yl)-2-methylphenyl)-3-phenylisoxazolidine-2-carboxamide C(C)(=O)NC=1N=C2N(N=C(C=C2)C=2C=CC(=C(C2)NC(=O)N2OCC[C@H]2C2=CC=CC=C2)C)C1